6-(dibenzylamino)-9-(1,4-dioxaspiro[4.5]decan-8-yl)-7H-purin-8(9H)-one C(C1=CC=CC=C1)N(C1=C2NC(N(C2=NC=N1)C1CCC2(OCCO2)CC1)=O)CC1=CC=CC=C1